ClC1=NC=C2N=CN(C2=N1)CC#C 2-chloro-9-(prop-2-yn-1-yl)-9H-purine